2-(1-(1-(methyl-sulfonyl)piperidin-4-yl)-1H-pyrazol-4-yl)nicotinonitrile CS(=O)(=O)N1CCC(CC1)N1N=CC(=C1)C1=C(C#N)C=CC=N1